O=C1NC(CCC1N1CC2=CC=C(C=C2C1=O)CNC(OCCCC1(CC1)CC)=O)=O 3-(1-ethylcyclopropyl)propyl ((2-(2,6-dioxopiperidin-3-yl)-3-oxoisoindolin-5-yl)methyl)carbamate